BrC1=CC2=C(N(C=N2)C2CC(NC2)=O)C(=C1)C(F)(F)F 4-(5-bromo-7-(trifluoromethyl)-1H-benzo[d]imidazol-1-yl)pyrrolidin-2-one